N-(2,6-difluorophenyl)-5-fluoro-4-(3-oxo-5,6-dihydro-3H-[1,2,4]triazolo[3,4-c][1,4]oxazin-2(8H)-yl)-2-{[(2S)-1,1,1-trifluoropropan-2-yl]oxy}benzamide FC1=C(C(=CC=C1)F)NC(C1=C(C=C(C(=C1)F)N1N=C2COCCN2C1=O)O[C@H](C(F)(F)F)C)=O